C1CC(C1)CN2CC[C@]34[C@@H]5[C@H](CC[C@]3([C@H]2CC6=C4C(=C(C=C6)O)O5)O)O The molecule is an organic heteropentacyclic compound. It has a role as a mu-opioid receptor antagonist and an opioid analgesic. It derives from a hydride of a morphinan.